4-amino-3-(5-chloro-2-thienyl)butanoic acid NCC(CC(=O)O)C=1SC(=CC1)Cl